FC(S(=O)(=O)OC1=C(C=CC=C1)CC(C)C)(F)F isobutylphenyl trifluoromethanesulfonate